OC[C@@H](COCCCCCCCCCCCCCCCCCC)OCC1=C(C#N)C=CC=C1 (S)-2-(((1-hydroxy-3-(octadecyloxy)propan-2-yl)oxy)methyl)benzonitrile